C(C1=CC=CC=C1)O[C@H](C=NS(=O)C(C)(C)C)C N-((S)-2-(benzyloxy)propylidene)-2-methylpropane-2-sulfinamide